2-(5,6-Difluoro-1H-indol-3-yl)-N-ethyl-N-methylethan-1-amine FC=1C=C2C(=CNC2=CC1F)CCN(C)CC